C(CC)(=O)OC(=O)SCC(NC(C)=O)C methyl-[(2-acetamidoethylthio) carbonyl] propionate